Oxazoxainide O1NO[CH-]C=C1